ethyl 3-(4,5-difluoro-2-methoxyphenyl)propanoate FC1=CC(=C(C=C1F)CCC(=O)OCC)OC